6-chloro-3-[[(1R)-1-[(7S)-14-fluoro-5,9-dioxa-2,11,18-triazatetracyclo[8.8.0.02,7.012,17]octadeca-1(18),10,12,14,16-pentaen-16-yl]ethyl]amino]pyridine-2-carbothioic S-acid ClC1=CC=C(C(=N1)C(S)=O)N[C@H](C)C=1C=C(C=C2N=C3OC[C@@H]4COCCN4C3=NC12)F